O=C1NC(CCC1N1C(NC2=C1C=CC(=C2)C2CCN(CC2)CCN2CCN(CC2)C(=O)OC(C)(C)C)=O)=O tert-butyl 4-[2-[4-[1-(2,6-dioxo-3-piperidyl)-2-oxo-3H-benzimidazol-5-yl]-1-piperidyl]ethyl]piperazine-1-carboxylate